1-(2,6-dichlorophenyl)-4-((6-(5-methylthiazolo[2,3-c][1,2,4]triazol-3-yl)pyridin-3-yl)amino)-1H-pyrazole-3-carboxamide ClC1=C(C(=CC=C1)Cl)N1N=C(C(=C1)NC=1C=NC(=CC1)C=1N2C(=NN1)SC=C2C)C(=O)N